N1[C@H](C1)C=O ((R)-aziridin-2-yl)methanone